(S)-2-amino-3-(3-fluoro-4-((5-methyl-7H-pyrrolo[2,3-d]pyrimidin-4-yl)oxy)phenyl)-N-(1-(hydroxymethyl)cyclohexyl)propionamide N[C@H](C(=O)NC1(CCCCC1)CO)CC1=CC(=C(C=C1)OC=1C2=C(N=CN1)NC=C2C)F